ClC1=C(C=C(C(=C1)Cl)OC)NC1=C(C=NC2=CC(=C(C=C12)OC)OCCCN1CCN(CC1)CC=1N=NC(=CC1)N1C(NC(CC1)=O)=O)C#N 4-((2,4-dichloro-5-methoxyphenyl)amino)-7-(3-(4-((6-(2,4-dioxotetrahydropyrimidin-1(2H)-yl)pyridazin-3-yl)methyl)piperazin-1-yl)propoxy)-6-methoxyquinoline-3-carbonitrile